4-(Boc-amino)-3,3-difluoro-piperidine C(=O)(OC(C)(C)C)NC1C(CNCC1)(F)F